1-(4-thiomorpholinocyclohexyl)-1,3-dihydro-2H-benzo[d]imidazol-2-one S1CCN(CC1)C1CCC(CC1)N1C(NC2=C1C=CC=C2)=O